C(CC(C)C)C1=C(O)C=C(C=C1O)O Isopentyl-phloroglucinol